tert-butyl (2S,6S)-4-[7-[(7-fluoro-2-methyl-indazol-5-yl)carbamoyl]-2-hydroxy-pyrazolo[1,5-a]pyridin-4-yl]-2,6-dimethyl-piperazine-1-carboxylate FC1=CC(=CC2=CN(N=C12)C)NC(=O)C1=CC=C(C=2N1N=C(C2)O)N2C[C@@H](N([C@H](C2)C)C(=O)OC(C)(C)C)C